3,6-dithiophene-2-yl-2,5-di(2-decyltetradecyl)-pyrrolo[3,4-c]pyrrole-1,4-dione S1C(=CC=C1)C=1N(C(C2=C(N(C(C21)=O)CC(CCCCCCCCCCCC)CCCCCCCCCC)C=2SC=CC2)=O)CC(CCCCCCCCCCCC)CCCCCCCCCC